C(CCCCCCC)(=O)OCC(CCCCCCCC)CCCCCC 2-Hexyldecyl caprylate